sulfuric acid vinyl-sulfate C(=C)OS(=O)(=O)O.S(O)(O)(=O)=O